C(C1=CC=CC=C1)N1N=NC(=C1C1=NC2=CC=CN=C2C=C1)C1=C(C=CC(=C1)Cl)F 2-[3-benzyl-5-(5-chloro-2-fluoro-phenyl)triazol-4-yl]-1,5-naphthyridine